C(CCCCCCCCCCCC=CCCCC)O 13-octadecene-1-ol